(S)-2-(methylthio)-1-((R)-2-(5-(p-tolyl)-1H-imidazol-2-yl)piperidin-1-yl)propan-1-one CS[C@H](C(=O)N1[C@H](CCCC1)C=1NC(=CN1)C1=CC=C(C=C1)C)C